1-[3-(3-chloropropoxy)benzyl]piperidine ClCCCOC=1C=C(CN2CCCCC2)C=CC1